BrC=1C=CC2=C(N=C(N=[N+]2[O-])Cl)C1 6-Bromo-3-chlorobenzo[e][1,2,4]triazine 1-oxide